6-(4-fluorophenyl)quinolin FC1=CC=C(C=C1)C=1C=C2C=CC=NC2=CC1